O[C@]1(C(C=C2C=C(OC=C2[C@H]1CC(CCCCCCC)=O)CC(C)O)=O)C (7R,8R)-7-hydroxy-3-(2-hydroxypropyl)-7-methyl-8-(2-oxononyl)-7,8-dihydro-6H-isochromen-6-one